Tert-butyl 7-(4-bromophenyl)-2,7-diazaspiro[4.4]nonane-2-carboxylate BrC1=CC=C(C=C1)N1CC2(CCN(C2)C(=O)OC(C)(C)C)CC1